BrC1=C2CN(C(C2=CC(=C1)C)=O)C1CCOC2=CC=CC=C12 4-bromo-2-(chroman-4-yl)-6-methylisoindolin-1-one